1,2,3,4,5-penta-methylferrocene C[C-]1C(=C(C(=C1C)C)C)C.[CH-]1C=CC=C1.[Fe+2]